trimethyl-((4-methylnaphthalen-1-yl)methyl)stannane C[Sn](CC1=CC=C(C2=CC=CC=C12)C)(C)C